FC=1C(=CC(=C(NCC#CC=2C=C(C3=C(N(C=N3)CC(F)(F)F)C2)C(=O)OC)C1)OC)C(NC)=O methyl 6-[3-[5-fluoro-2-methoxy-4-(methylcarbamoyl)anilino]prop-1-ynyl]-1-(2,2,2-trifluoroethyl)benzimidazole-4-carboxylate